(6-(cyclopentyloxy)pyridazin-3-yl)-2-((S)-4,4-difluoro-3-(6-oxo-1,6-dihydropyridin-3-yl)piperidin-1-yl)propanamide C1(CCCC1)OC1=CC=C(N=N1)C(C(=O)N)(C)N1C[C@@H](C(CC1)(F)F)C1=CNC(C=C1)=O